C1COCCN1SSN2CCOCC2 4,4-dithiodimorpholine